ClC1=C(C=CC2=C1C(=N[C@H](C=1N2C=C(N1)C(=O)NC[C@H](C)O)C)C1=NC=CC=C1F)C(F)(F)F (4S)-7-chloro-6-(3-fluoro-2-pyridyl)-4-methyl-N-[(2S)-2-hydroxypropyl]-8-(trifluoromethyl)-4H-imidazo[1,2-a][1,4]benzodiazepine-2-carboxamide